[C@H]12CN(C[C@H](CC1)N2)C=2C1=C(N=C(N2)OC[C@]23CCCN3C[C@@H](C2)F)C(=C(N=C1)C1=CC(=CC2=CC=C(C(=C12)C#C)F)O)F 4-(4-((1R,5S)-3,8-diazabicyclo[3.2.1]octan-3-yl)-8-fluoro-2-(((2R,7aS)-2-fluorohexahydro-1H-pyrrolizin-7a-yl)methoxy)pyrido[4,3-d]pyrimidin-7-yl)-5-ethynyl-6-fluoronaphthalen-2-ol